(S)-1-(1-(7,8-difluoro-1-oxo-1,2-dihydroisoquinolin-4-yl)ethyl)-1-methyl-3-phenylurea FC1=CC=C2C(=CNC(C2=C1F)=O)[C@H](C)N(C(=O)NC1=CC=CC=C1)C